FC(C=1C=NC(=NC1)N1CCN(CC1)C=O)(F)F [4-[5-(trifluoromethyl)pyrimidin-2-yl]piperazin-1-yl]methanone